BrC1=C2C3=C(NC2=C(C=C1F)C(=O)N)CCCCC3 1-bromo-2-fluoro-5H,6H,7H,8H,9H,10H-cyclohepta[b]indole-4-carboxamide